COC1=C(C=CC=C1)C1=C(C=NC(=C1)C)C(=O)NC=1SC2=C(N1)CN(C2)C(=O)C2CCOCC2 4-(2-methoxyphenyl)-6-methyl-N-[5-(oxane-4-carbonyl)-4H,5H,6H-pyrrolo[3,4-d][1,3]thiazol-2-yl]pyridine-3-carboxamide